OCCOC1=CC2=C(C(C(O2)=CC2=CC(=C(OC3=C(C=C(C#N)C=C3)C(F)(F)F)C=C2)OC)=O)C=C1 4-(4-(6-(2-hydroxyethoxy)-3-oxobenzofuran-2(3H)-ylidenemethyl)-2-methoxyphenoxy)-3-trifluoromethylbenzonitrile